C1C2N(CCN1C1=C(C(=CC=C1)N)N)CCCC2 3-(hexahydro-1H-pyrido[1,2-a]-pyrazin-2(6H)-yl)benzene-1,2-diamine